4-(2-amino-2-methylpropionyl)-N-(1-(7-(3-aminoazetidin-1-yl)-5,6,7,8-tetrahydronaphthalen-2-yl)-2-oxo-1,2-dihydropyrimidin-4-yl)piperazine-1-carboxamide hydrochloride Cl.NC(C(=O)N1CCN(CC1)C(=O)NC1=NC(N(C=C1)C1=CC=2CC(CCC2C=C1)N1CC(C1)N)=O)(C)C